iron-manganese-vanadium [V].[Mn].[Fe]